NC=1C(NC2=CC(=CN=C2C1C1=C2C=NNC2=C(C=C1)Cl)Cl)=O 3-Amino-7-chloro-4-(7-chloro-1H-indazol-4-yl)-1H-1,5-naphthyridin-2-one